C(C)OC(=O)C=1C=NC(=C(C1NC(NC(C(Cl)(Cl)Cl)=O)=O)F)Cl.C(C)(C)N1C(N(CC1)C1CC2CN(C1C2)C=2N=CC(=NC2)C(=O)N)=O 5-(6-(3-isopropyl-2-oxoimidazolin-1-yl)-2-azabicyclo[2.2.1]heptan-2-yl)pyrazine-2-carboxamide ethyl-6-chloro-5-fluoro-4-[(2,2,2-trichloroacetyl)carbamoylamino]pyridine-3-carboxylate